(S)-6-(1-amino-1,3-dihydrospiro[indene-2,4'-piperidin]-1'-yl)-3-(1-(3-ethynylphenyl)cyclopropyl)-1,5-dihydro-4H-pyrazolo[3,4-d]pyrimidin-4-one N[C@@H]1C2=CC=CC=C2CC12CCN(CC2)C=2NC(C1=C(N2)NN=C1C1(CC1)C1=CC(=CC=C1)C#C)=O